ClC1=NC=C(C(=N1)NC1=CC(=NO1)C1=CC=C(C=C1)OC)Cl N-(2,5-dichloropyrimidin-4-yl)-3-(4-methoxyphenyl)isoxazol-5-amine